1,1-Dicyclopropyl-4-methyl-heptan-1-ol C1(CC1)C(CCC(CCC)C)(O)C1CC1